2-((1R,5S,8r)-3-azabicyclo[3.2.1]octan-8-yl)acetic acid [C@@H]12CNC[C@@H](CC1)C2CC(=O)O